tert-butyl (2R,4S)-2-((3-(((S)-1-hydroxypropan-2-yl)oxy)-2-(methoxycarbonyl)-5-methylphenoxy)methyl)-4-((2-oxo-1,2,3,4-tetrahydroquinolin-7-yl)oxy)pyrrolidine-1-carboxylate OC[C@H](C)OC=1C(=C(OC[C@@H]2N(C[C@H](C2)OC2=CC=C3CCC(NC3=C2)=O)C(=O)OC(C)(C)C)C=C(C1)C)C(=O)OC